C(N)(O[C@H](C(=O)N)C[C@H]1C(NCC1)=O)=O ((S)-1-amino-1-oxo-3-((S)-2-oxopyrrolidin-3-yl) propan-2-yl) carbamate